butyl formate (butyl format) C(CCC)C(=O)O.C(=O)OCCCC